C(CCCCCCCCCCCCCCCCC)(=O)OCCCCCCCCCCCCO hydroxydodecyl stearate